C(C)(C)(C)C=1C=CC=2C(C(C3=CC=C(C=C3C2C1)C(C)(C)C)=O)=O 3,6-di-t-butyl-9,10-phenanthrenequinone